4-O-Benzyl-3-O-methyl-D-rhamnopyranose C(C1=CC=CC=C1)O[C@H]1[C@@H]([C@@H](C(O)O[C@@H]1C)O)OC